C1=CC=CC=2C3=CC=CC=C3N(C12)C1=CC=C(C=C1)N(C1=CC=C(C=C1)N1C2=CC=CC=C2C=2C=CC=CC12)C1=CC=C(C=C1)N1C2=CC=CC=C2C=2C=CC=CC12 tris(4-(9H-carbazol-9-yl)phenyl)amine